(S)-6-((4-Bromo-2,3-dihydro-1H-inden-1-yl)amino)-2-methoxy-5-(trifluoromethyl)nicotinaldehyde BrC1=C2CC[C@@H](C2=CC=C1)NC1=NC(=C(C=O)C=C1C(F)(F)F)OC